4-(((6-chloropyridazin-4-yl)oxy)methyl)-2-phenylthiazole ClC1=CC(=CN=N1)OCC=1N=C(SC1)C1=CC=CC=C1